1-hydroxy-3-(3,5-dimethoxyphenyl)-5-methoxy-9H-xanthen-9-one OC1=CC(=CC=2OC3=C(C=CC=C3C(C12)=O)OC)C1=CC(=CC(=C1)OC)OC